C(#N)C1=CC=C(C=C1)[C@H](CN[C@@H]([C@H]1C(NC=2C=CC=C(C2N1)C#N)=O)C1=CC=CC=C1)C (S)-3-((R)-(((R)-2-(4-cyanophenyl)propyl)amino)(phenyl)methyl)-2-oxo-1,2,3,4-tetrahydroquinoxaline-5-carbonitrile